FC1=CNC2=CC(=CC=C12)NC1=CC(=NC=C1)OCCC1=CC=C(C=C1)C(F)(F)F 3-fluoro-N-(2-(4-(trifluoromethyl)phenethoxy)pyridin-4-yl)-1H-indol-6-amine